1-butyl-3-(2-methyl-1,3-dioxo-2,4-diazadispiro[4.1.57.15]tridecan-10-yl)hexahydropyrimidine-2,4,6-trione C(CCC)N1C(N(C(CC1=O)=O)C1CCC2(CC3(NC(N(C3=O)C)=O)C2)CC1)=O